N1=CN=C2NC=NC2=C1N 9H-Purin-6-amine